BrC=1C(=NC=CC1)CC1(CCN(CC1)C(=O)OC(C)(C)C)C#N tert-Butyl 4-[(3-bromo-2-pyridyl)methyl]-4-cyano-piperidine-1-carboxylate